(R)-2-(3-hydroxybutyl)isoindoline-1,3-dione O[C@@H](CCN1C(C2=CC=CC=C2C1=O)=O)C